FC1=C(C=CC=2N(C(NC21)=O)C)/C=C/C(=O)OC methyl (2E)-3-(4-fluoro-1-methyl-2-oxo-3H-1,3-benzodiazol-5-yl)prop-2-enoate